C12(CC3CC(CC(C1)C3)C2)C2=C(OC3OCCCC3)C=CC(=C2)C(C)(C)C 2-(2-(1-adamantyl)-4-tert-butylphenoxy)tetrahydro-2H-pyran